(4-nitrophenyl)tetrahydrofuran [N+](=O)([O-])C1=CC=C(C=C1)C1OCCC1